methyl ((benzyloxy) carbonyl)-L-serinate C(C1=CC=CC=C1)OC(=O)N[C@@H](CO)C(=O)OC